cis-methyl 2-fluoro-2-((3-methoxy-5-nitrophenoxy)methyl)-cyclopropanecarboxylate F[C@@]1([C@@H](C1)C(=O)OC)COC1=CC(=CC(=C1)[N+](=O)[O-])OC